C(#N)C1=NN(C=C1C#CC1CN(C1)C=1C=C2C(N(C(C2=CC1)=O)C1C(NC(CC1)=O)=O)=O)C(C(=O)NC1=C(C=C(C=C1)C(F)(F)F)C#CC)(C)C 2-(3-cyano-4-((1-(2-(2,6-dioxopiperidin-3-yl)-1,3-dioxoisoindoline-5-yl)azetidin-3-yl)ethynyl)-1H-pyrazol-1-yl)-2-methyl-N-(2-(prop-1-yn-1-yl)-4-(Trifluoromethyl)phenyl)propanamide